FC1=CC=C(C=N1)N1C[C@H](CCC1)N(CC1=CC(=NC=C1)C)CC1=CN(C2=CC=CC=C2C1=O)C 3-({[(3s)-1-(6-fluoropyridin-3-yl)piperidin-3-yl][(2-methylpyridin-4-yl)methyl]amino}methyl)-1-methyl-1,4-dihydroquinolin-4-one